1-amino-4-(4-chlorophenyl)aminoanthraquinone-2-sulfonic acid sodium salt [Na+].NC1=C(C=C(C=2C(C3=CC=CC=C3C(C12)=O)=O)NC1=CC=C(C=C1)Cl)S(=O)(=O)[O-]